N=1ON=C2C1C=CC(=C2)COC2=C(CN1[C@H](C[C@H](C1)O)C(=O)O)C=C(C(=C2)OCC=2C(=C(C=CC2)C2=CC=CC=C2)F)[N+](=O)[O-] (2R,4R)-1-(2-(benzo[c][1,2,5]oxadiazol-5-ylmethoxy)-4-((2-fluoro-[1,1'-biphenyl]-3-yl)methoxy)-5-nitrobenzyl)-4-hydroxypyrrolidine-2-carboxylic acid